(R)-3-(2-methoxypyrimidin-5-yl)-3-(3-(3-(5,6,7,8-tetrahydro-1,8-naphthyridin-2-yl)propyl)-1H-pyrazol-1-yl)propionic acid COC1=NC=C(C=N1)[C@@H](CC(=O)O)N1N=C(C=C1)CCCC1=NC=2NCCCC2C=C1